F[B-](F)(F)F.[Sn+2].F[B-](F)(F)F Tin(II) tetrafluoroborate